COC(=O)C1=NN(C=C1CNC=1C=NC=C(C1)OC)C=1C=NC(=CC1)Cl.[N+](=O)([O-])C=1N=CN(C1)C1=CC=NC2=CC=CC=C12 4-(4-nitro-1H-imidazol-1-yl)quinoline Methyl-1-(6-chloropyridin-3-yl)-4-[(5-methoxypyridin-3-yl)amino]methyl-1H-pyrazole-3-carboxylate